CC=1CN(C(NN1)=O)NS(=O)(=O)C1CCCCC1 N-(6-methyl-3-oxo-2,3-dihydro-1,2,4-triazin-4(5H)-yl)cyclohexyl-sulfonamide